3-(p-Tolyl)-N-(1H-pyrazol-3-yl)-N-tetrahydrothiophen-3-yl-prop-2-enamide C1(=CC=C(C=C1)C=CC(=O)N(C1CSCC1)C1=NNC=C1)C